(E)-4-(dimethylamino)-1-(4-(4-((3-methyl-4-((1-methyl-1H-benzo[d]imidazol-5-yl)oxy)phenyl)amino)pyrrolo[2,1-f][1,2,4]triazin-5-yl)piperidin-1-yl)but-2-en-1-one CN(C/C=C/C(=O)N1CCC(CC1)C=1C=CN2N=CN=C(C21)NC2=CC(=C(C=C2)OC2=CC1=C(N(C=N1)C)C=C2)C)C